1,3-dicyclopropyl-2-butene-1-one C1(CC1)C(C=C(C)C1CC1)=O